2-[methyl({4-phenyl-6-[2-(quinoxalin-2-yl)ethyl]quinolin-2-yl})amino]acetic acid CN(CC(=O)O)C1=NC2=CC=C(C=C2C(=C1)C1=CC=CC=C1)CCC1=NC2=CC=CC=C2N=C1